NCCC[Si](C)(C)OC(C)C 3-aminopropyl-(isopropoxydimethylsilane)